5-Chloro-6-methyl-4-(4,4,5,5-tetramethyl-1,3,2-dioxaborolan-2-yl)-1-tosyl-1H-indazole ClC=1C(=C2C=NN(C2=CC1C)S(=O)(=O)C1=CC=C(C)C=C1)B1OC(C(O1)(C)C)(C)C